C1(CCCC1)C1C(NCCC1)=O 3-cyclopentylpiperidin-2-one